N-[4-(3-cyanophenyl)-5-(2,6-dimethyl-4-pyridinyl)thiazol-2-yl]-6-oxa-1-azaspiro[3.3]heptane-1-carboxamide C(#N)C=1C=C(C=CC1)C=1N=C(SC1C1=CC(=NC(=C1)C)C)NC(=O)N1CCC12COC2